FC(OC=1C=C(C=C2C(=CNC12)C(=O)NC)C=1C=CC=C2C=C(N=CC12)C=1C=NC(=CC1)C(NCCC#CC1=C2CN(C(C2=CC=C1)=O)C1C(NC(CC1)=O)=O)=O)F 7-(Difluoromethoxy)-5-(3-(6-((4-(2-(2,6-dioxopiperidin-3-yl)-1-oxoisoindolin-4-yl)but-3-yn-1-yl)carbamoyl)pyridin-3-yl)isoquinolin-8-yl)-N-methyl-1H-indole-3-carboxamide